2,2,2-Trifluoroethyl-Acrylat FC(COC(C=C)=O)(F)F